2-[(R)-amino[1-(1H-imidazole-4-carbonyl)piperidin-4-yl]methyl]-4,5-dichlorophenol N[C@@H](C1=C(C=C(C(=C1)Cl)Cl)O)C1CCN(CC1)C(=O)C=1N=CNC1